N-(6-amino-2,3-difluorophenyl)-2-((4-methoxybenzyl)(6-(4-methylpiperazin-1-yl)-3-(trifluoromethyl)imidazo[1,2-b]pyridazin-8-yl)amino)acetamide NC1=CC=C(C(=C1NC(CN(C=1C=2N(N=C(C1)N1CCN(CC1)C)C(=CN2)C(F)(F)F)CC2=CC=C(C=C2)OC)=O)F)F